N-[(1-hydroxy-cyclobutyl)-methyl]-acetamide OC1(CCC1)CNC(C)=O